ClC=1C=CC(=C(C1)C1=NC=C(C(=C1)NC1=C(C=NC=C1)C(=O)NC(CO)CO)C(C)C)F 4-[[2-(5-chloro-2-fluoro-phenyl)-5-isopropyl-4-pyridyl]amino]-N-[2-hydroxy-1-(hydroxymethyl)ethyl]pyridine-3-carboxamide